N(=C=O)CCSSCCN=C=O isocyanatoethyldisulfide